FC1=C(C=C(C=C1)NC(=O)C1=C(N(C(=C1C)C(C(=O)NC1(CCN(CC1)C=1SC=CN1)C)=O)C)C)C N-(4-fluoro-3-methylphenyl)-1,2,4-trimethyl-5-(2-((4-methyl-1-(thiazol-2-yl)piperidin-4-yl)amino)-2-oxoacetyl)-1H-pyrrole-3-carboxamide